C(=O)(O)CSCC[Si](C)(C)C 2-(carboxymethylthio)ethyltrimethylsilane